CC1=CC=C(C=C1)S(=O)(=O)OC1=C(C(N(C=2C(=NN(C(C21)=O)C2CC2)C2=CC(=CC=C2)[N+](=O)[O-])C)=O)C [6-Cyclopropyl-1,3-dimethyl-8-(3-nitrophenyl)-2,5-dioxo-pyrido[2,3-d]pyridazin-4-yl] 4-methylbenzenesulfonate